phenylaminosalicylate (Phenyl aminosalicylate) C1(=CC=CC=C1)NOC=1C(C(=O)O)=CC=CC1.C1(=CC=CC=C1)NOC=1C(C(=O)O)=CC=CC1